NCCC=1C=C(C(=C(C1)O)OC)OC 5-(2-aminoethyl)-2,3-dimethoxyphenol